5-Chloro-7-(cyclopentylamino)-2-(((tetrahydro-2H-pyran-4-yl)thio)methyl)quinazolin-4(3H)-one ClC1=C2C(NC(=NC2=CC(=C1)NC1CCCC1)CSC1CCOCC1)=O